C(C)(C)(C)OC(=O)N1CC2(C1)CN(C2)CC2=CC=C(C=C2)S(=O)(=O)C(F)(F)F 6-[[4-(trifluoromethylsulfonyl)phenyl]methyl]-2,6-diazaspiro[3.3]heptane-2-carboxylic acid tert-butyl ester